1-hydroxy-2,3,1-benzodiazaborine OB1NN=CC2=C1C=CC=C2